Methyl 3-amino-7-fluorodibenzo[b,e][1,4]dioxin-2-carboxylate NC=1C(=CC2=C(OC3=C(O2)C=CC(=C3)F)C1)C(=O)OC